Br.COC1=CC=C(CN2C(SC3=C2CCCCC3)=N)C=C1 3-(4-Methoxybenzyl)-3,4,5,6,7,8-hexahydro-2H-cyclohepta[d]thiazol-2-imine hydrogen bromide